1,1',1''-(1,3,5-triazin-1,3,5-triyl)tris(2-bromoethanone) N1(CN(CN(C1)C(CBr)=O)C(CBr)=O)C(CBr)=O